N-benzyl-N-(bis(4-(tributylsilyl)phenyl)phosphaneyl)-1-(2-fluorophenyl)-1-phenylphosphanamine C(C1=CC=CC=C1)N(P(C1=CC=CC=C1)C1=C(C=CC=C1)F)P(C1=CC=C(C=C1)[Si](CCCC)(CCCC)CCCC)C1=CC=C(C=C1)[Si](CCCC)(CCCC)CCCC